(5-(2-(dimethylamino)-2-oxoethyl)-6-methoxypyridin-3-yl)carbamic acid tert-butyl ester C(C)(C)(C)OC(NC=1C=NC(=C(C1)CC(=O)N(C)C)OC)=O